ClC1=NC=C(C(=O)NN)C(=C1[2H])NC1=C2N(CC=3N(C2=CC=C1)N=C(N3)C)C 6-chloro-4-((2,5-dimethyl-4,5-dihydro-[1,2,4]triazolo[1,5-a]quinoxalin-6-yl)amino)nicotinohydrazide-5-d